COC=1C(=NC=CC1)C1=NC=CC=C1 methoxy-2,2-bipyridine